Cl.C(C)C=1SC(=CC1N)CC 2,5-diethylthiophen-3-amine hydrochloride